4'-((2,6-difluoro-4-(5-propyl-1,3-dioxan-2-yl)phenyl)difluoromethoxy)-2',3,5,6'-tetrafluoro-[1,1'-biphenyl]-4-carbonitrile FC1=C(C(=CC(=C1)C1OCC(CO1)CCC)F)C(OC1=CC(=C(C(=C1)F)C1=CC(=C(C(=C1)F)C#N)F)F)(F)F